3-(azetidin-3-yl)-4-chloro-1-(4-(trifluoromethoxy)phenyl)-1H-pyrazolo[3,4-b]pyridine N1CC(C1)C1=NN(C2=NC=CC(=C21)Cl)C2=CC=C(C=C2)OC(F)(F)F